N-ethyl-5-fluoro-2-(6-{3-hydroxy-1-[(3S)-2-methyl-6-oxohexan-3-yl]azetidin-3-yl}-3-methylimidazo[1,5-a]pyridin-8-yl)-N-(isopropyl)benzamide C(C)N(C(C1=C(C=CC(=C1)F)C=1C=2N(C=C(C1)C1(CN(C1)[C@H](C(C)C)CCC=O)O)C(=NC2)C)=O)C(C)C